C[Si](OC(CCCC)C)(C)C 5-trimethylsiloxy-hexane